OC1=CC=C(C=N1)N1C(C2=CC=CC=C2C1=O)=O 2-(6-hydroxypyridin-3-yl)isoindoline-1,3-dione